OC=1C=C(C=CC1)C#CCN1C(N(C(C(=C1C)NS(=O)(=O)C=C)=O)C)=O N-(1-(3-(3-hydroxyphenyl)prop-2-yn-1-yl)-3,6-dimethyl-2,4-dioxo-1,2,3,4-tetrahydropyrimidin-5-yl)ethenesulfonamide